3-hydroxy-2-[3-(trifluoromethoxy)propylsulfanyl]benzonitrile OC=1C(=C(C#N)C=CC1)SCCCOC(F)(F)F